1-([1,1'-biphenyl]-2-yl)ethanone C1(=C(C=CC=C1)C(C)=O)C1=CC=CC=C1